1,4-dihydroxy-2,3,5,6-tetramercaptobenzene OC1=C(C(=C(C(=C1S)S)O)S)S